(S)-2-(3-fluoro-5-(isoxazol-5-yl)-2-methoxyphenyl)-2-((R)-3-((5-(5,6,7,8-tetrahydro-1,8-naphthyridin-2-yl)pentyl)oxy)pyrrolidin-1-yl)acetic acid FC=1C(=C(C=C(C1)C1=CC=NO1)[C@@H](C(=O)O)N1C[C@@H](CC1)OCCCCCC1=NC=2NCCCC2C=C1)OC